C(C)(C)(C)OC(=O)N1C2CN(CC1CC2)C2=C(C(=CC(=C2)Br)F)C#N.C(C\C=C/CC)OC2=CC=CC=C2 (Z)-(hex-3-en-1-yloxy)benzene tert-butyl-3-(5-bromo-2-cyano-3-fluorophenyl)-3,8-diazabicyclo[3.2.1]octane-8-carboxylate